3-((4,4-bis(octyloxy)butanoyl)oxy)-2-hydroxypropyl (9Z,12Z)-octadeca-9,12-dienoate C(CCCCCCC\C=C/C\C=C/CCCCC)(=O)OCC(COC(CCC(OCCCCCCCC)OCCCCCCCC)=O)O